anti-p-methylsulfonylbenzylserine CS(=O)(=O)C1=CC=C(CN[C@@H](CO)C(=O)O)C=C1